N-[(6-Amino-2-pyridyl)sulfonyl]-2-(benzylamino)-6-(6-isopropoxy-3-pyridyl)pyridin-3-carboxamid NC1=CC=CC(=N1)S(=O)(=O)NC(=O)C=1C(=NC(=CC1)C=1C=NC(=CC1)OC(C)C)NCC1=CC=CC=C1